9-{[5-(diphenylphosphanyl)-9,9-dimethyl-9H-xanthen-4-yl]diphenyl-λ5-phosphanyl}-8-methyl-8-aza-9-palladatricyclo[8.4.0.02,7]tetradeca-1(14),2(7),3,5,10,12-hexaen-9-yl methanesulfonate CS(=O)(=O)O[Pd]1(N(C=2C=CC=CC2C2=CC=CC=C12)C)P(C1=CC=CC=C1)(C1=CC=CC=C1)C1=CC=CC=2C(C3=CC=CC(=C3OC12)P(C1=CC=CC=C1)C1=CC=CC=C1)(C)C